N-(6-(3-(4-chlorobenzyl)ureido)spiro[3.3]heptan-2-yl)-2-methylbenzamide ClC1=CC=C(CNC(NC2CC3(CC(C3)NC(C3=C(C=CC=C3)C)=O)C2)=O)C=C1